C(CCCCCCCCCCCCC)[P+](CCCCCC)(CCCCCC)CCCCCC tetradecyl-(trihexyl)phosphonium